2-amino-5-(3-chloro-2-fluorophenyl)-4-oxo-4,5-dihydrofuran-3-yl-5-d phenylmethanesulfonate C1(=CC=CC=C1)CS(=O)(=O)OC1=C(OC(C1=O)([2H])C1=C(C(=CC=C1)Cl)F)N